CC=1C(=NC=CC1)C(=O)O methylpyridine-2-carboxylic acid